ClC1=C(C=CC(=C1)C=1C=C2C=NN(C2=CC1)C)C(N(C(C1=CC=CC=C1)=O)C=1C=C(C=NC1)/C=C/C(=O)OC)[2H] methyl (E)-3-(5-(N-((2-chloro-4-(1-methyl-1H-indazol-5-yl)phenyl)methyl-d)benzamido)pyridin-3-yl)acrylate